2-hydrazono-5-methyl-2,3-dihydro-benzothiazole N(N)=C1SC2=C(N1)C=C(C=C2)C